CN(C(C(F)(F)F)=O)S(=O)(=O)C N-methyl-N-methylsulfonyl-trifluoroacetamide